FC(CN1N=CC=2C1=NC(=CN2)N2C[C@H]1[C@@H](C2)CN(C1)C=1C(=NC=CC1)C(F)(F)F)F [(3aR,6aS)-5-[1-(2,2-difluoroethyl)-1H-pyrazolo[3,4-b]pyrazin-6-yl]-octahydropyrrolo[3,4-c]pyrrol-2-yl]-2-(trifluoromethyl)pyridine